CC(C)(C)S(=O)NCC=1C=NC(=CC1)C(F)(F)F (E)-2-methyl-N-((6-(trifluoromethyl)pyridin-3-yl)methyl)propane-2-sulfinamide